C(O)(O)=O.C(=C)C=C vinyl ethylene carbonate